6-chloro-N-ethoxy-4-((4-isopropoxy-2-(N-methylmethanesulfonamido)phenyl)amino)nicotinamide ClC1=NC=C(C(=O)NOCC)C(=C1)NC1=C(C=C(C=C1)OC(C)C)N(S(=O)(=O)C)C